[Zr].CNN(C(C(=CCC)C)=O)NC N,N-dimethylaminoethyl-methacrylamide zirconium